CN1C=CC2=CC=C(C=C12)C1=C2CN(C(C2=CC=C1)=O)CC(C#N)=C 2-{[4-(1-methyl-1H-indol-6-yl)-1-oxo-2,3-dihydro-1H-isoindol-2-yl]methyl}prop-2-enenitrile